C(CO)(=O)[O-].O[Al+]O dihydroxyaluminum glycolat